triethylene glycol monobutyl vinyl ether C(=C)OCCOCCOCCOCCCC